(5R,8R)-N-(2-chloro-6-methylbenzyl)-5-fluoro-8-hydroxy-5,6,7,8-tetrahydroquinoline-5-carboxamide ClC1=C(CNC(=O)[C@@]2(C=3C=CC=NC3[C@@H](CC2)O)F)C(=CC=C1)C